(R)-6-(2-benzyl-5-oxopyrrolidin-1-yl)-4-morpholinopyridin-2(1H)-one C(C1=CC=CC=C1)[C@@H]1N(C(CC1)=O)C1=CC(=CC(N1)=O)N1CCOCC1